(1R,3S)-3-(3-{[(5-chloro-6-methylpyridin-2-yl)-acetyl]amino}-1H-pyrazol-5-yl)cyclopentyl (1-meth-ylcyclopropyl)carbamate CC1(CC1)NC(O[C@H]1C[C@H](CC1)C1=CC(=NN1)NC(CC1=NC(=C(C=C1)Cl)C)=O)=O